methoxy-3-aminopyridine COC1=NC=CC=C1N